(2R,3R,4S)-4-(benzo[d][1,3]dioxolane-5-yl)-1-[2-(dibutylamino)-2-Oxoethyl]-2-(4-methoxyphenyl)pyrrolidine-3-carboxylic acid O1COC2=C1C=CC(=C2)[C@@H]2[C@H]([C@@H](N(C2)CC(=O)N(CCCC)CCCC)C2=CC=C(C=C2)OC)C(=O)O